C(CCCCCCC)NC(OC1=CC(=CC=C1)C=1C=NC=C(C1)C(=O)NN)=O 3-(5-(hydrazinecarbonyl)pyridin-3-yl)phenyl octylcarbamate